silver-titanium-copper [Cu].[Ti].[Ag]